BrC1=NN(C(=C1)C(=O)NC1=C(C=C(C=C1NC)C#N)C)C1=NC=CC=C1Cl 3-bromo-N-(2-methyl-4-cyano-6-(methylamino)phenyl)-1-(3-chloro-2-pyridyl)-1H-pyrazole-5-carboxamide